Cl.NCC1=CC=C(C=C1)B(O)O [4-(aminomethyl)phenyl]boronic acid hydrochloride salt